6-(((5-amino-2-methoxy-3-phenylpyridin-4-yl)amino)methyl)pyridine-3-sulfonamide NC=1C(=C(C(=NC1)OC)C1=CC=CC=C1)NCC1=CC=C(C=N1)S(=O)(=O)N